2-phenylpyridine-6-boronic acid pinacol ester C1(=CC=CC=C1)C1=NC(=CC=C1)B1OC(C)(C)C(C)(C)O1